N-(4-Methoxy-7-pyridin-3-yl-thiazolo[4,5-c]pyridin-2-yl)-N',N'-dimethyl-terephthalamid COC1=NC=C(C2=C1N=C(S2)NC(C2=CC=C(C(=O)N(C)C)C=C2)=O)C=2C=NC=CC2